tert-butyl (2R)-2-((3-((1-(2-(1H-1,2,3-triazol-1-yl)quinolin-4-yl)ethyl) carbamoyl)-4-methylphenyl)carbamoyl)piperidine-1-carboxylate N1(N=NC=C1)C1=NC2=CC=CC=C2C(=C1)C(C)NC(=O)C=1C=C(C=CC1C)NC(=O)[C@@H]1N(CCCC1)C(=O)OC(C)(C)C